4-chloro-N,N-bis[(4-methoxyphenyl)methyl]-6-methylpyridin-2-amine ClC1=CC(=NC(=C1)C)N(CC1=CC=C(C=C1)OC)CC1=CC=C(C=C1)OC